dioleic acid amide C(CCCCCCC\C=C/CCCCCCCC)(=O)N.C(CCCCCCC\C=C/CCCCCCCC)(=O)N